8-((4-(((1,1-dioxidotetrahydro-2H-thiopyran-4-yl)methyl)(4-fluorophenyl)amino)cyclohexyl)(methyl)amino)-5-methyl-6-oxo-5,6-dihydro-1,5-naphthyridine-2-carbonitrile O=S1(CCC(CC1)CN(C1CCC(CC1)N(C1=CC(N(C=2C=CC(=NC12)C#N)C)=O)C)C1=CC=C(C=C1)F)=O